3-(1-((3-chloro-4-methylbenzyl)amino)-2-methylpropan-2-yl)aniline ClC=1C=C(CNCC(C)(C)C=2C=C(N)C=CC2)C=CC1C